N1C=CC2C(NC(C=C21)=O)=O 1,3a-dihydro-4H-pyrrolo[3,2-c]pyridine-4,6(5H)-dione